7-(2-((2-ethyl-4-(hexahydrofuro[3,4-b]pyrazin-1(2H)-yl)phenyl)amino)-5-(trifluoromethyl)pyrimidin-4-yl)-4-methyl-3,4-dihydrothieno[2,3-f][1,4]thiazepin-5(2H)-one 1,1-dioxide C(C)C1=C(C=CC(=C1)N1C2C(NCC1)COC2)NC2=NC=C(C(=N2)C2=CC1=C(C(N(CCS1(=O)=O)C)=O)S2)C(F)(F)F